CC1(OB(OC1(C)C)C=1C=C2C(=NC1)NC(C2)=O)C 5-(4,4,5,5-tetramethyl-1,3,2-dioxaborolan-2-yl)-1h-pyrrolo[2,3-b]pyridin-2(3h)-one